ClC1=C(C(=O)N(C)C)C=CC(=C1)OCCCCC1CCN(CC1)C(=O)[C@]1(OCCC1)C1=CC=CC=C1 |o1:25| (R or S)-2-chloro-N,N-dimethyl-4-(4-(1-(2-phenyl-tetrahydrofuran-2-carbonyl)piperidin-4-yl)butoxy)benzamide